FC1=C(C=CC(=C1)F)C(CN1N=CN=C1)(CCCNCC=1C=CC=2N(C1)N=C(C2C2=CC=NC=C2)C2=CC=C(C=C2)F)O 2-(2,4-difluorophenyl)-5-(((2-(4-fluorophenyl)-3-(pyridin-4-yl)pyrazolo[1,5-a]pyridin-6-yl)methyl)amino)-1-(1H-1,2,4-triazol-1-yl)pentan-2-ol